C(C(=C)C)(=O)OCCOC(CC(=O)C)=O (2-acetoacetoxy)ethyl methacrylate